5-[1-(2-Fluoro-6-methyl-phenyl)-piperidin-4-yl]-2-(1-methyl-2-oxopyrrolidin-3-yl)-7-(2-trifluoromethylbenzyl)-2,4,5,7-tetrahydro-pyrazolo[3,4-d]pyrimidin-6-one FC1=C(C(=CC=C1)C)N1CCC(CC1)N1C(N(C=2C(C1)=CN(N2)C2C(N(CC2)C)=O)CC2=C(C=CC=C2)C(F)(F)F)=O